FC1=C(OC2=CC=C(C=C2)N2N=C3C(NCC[C@H]3N3CCN(CC3)S(=O)(=O)C3=C(C=CC=C3)[N+](=O)[O-])=C2C(=O)N)C=CC(=C1)F (7R)-2-[4-(2,4-difluorophenoxy)phenyl]-7-[4-(2-nitrobenzene-1-sulfonyl)piperazin-1-yl]-4,5,6,7-tetrahydro-2H-pyrazolo[4,3-b]pyridine-3-carboxamide